(2R,6S)-4-(4-{4-chlorofuro[3,2-d]pyrimidin-6-yl}benzoyl)-2,6-dimethylmorpholine ClC=1C2=C(N=CN1)C=C(O2)C2=CC=C(C(=O)N1C[C@H](O[C@H](C1)C)C)C=C2